C(C)OC(C(CC(=O)C1=C(C=CC=C1F)F)=O)=O 4-(2,6-difluoro-phenyl)-2,4-dioxo-butyric acid ethyl ester